6-[[(2,3-dihydro-2,2-dimethyl-7-benzofuranyloxy)carbonyl]amino]hexanoic acid CC1(OC2=C(C1)C=CC=C2OC(=O)NCCCCCC(=O)O)C